NN1C(=NN=C1CCC=1C=NC=CC1)SCC(=O)NC=1SC2=C(N1)C=CC=C2 ((4-Amino-5-(2-(pyridine-3-yl)ethyl)-4H-1,2,4-triazole-3-yl)thio)-N-(benzothiazole-2-yl)acetamide